S(=O)(=O)(O)N(OCC)S(=O)(=O)O N,N-disulfoethyl-hydroxylamine